N-cyclopropyl-5-fluoro-2-(3-iodo-1-tetrahydropyran-2-yl-indazol-6-yl)sulfanyl-benzamide C1(CC1)NC(C1=C(C=CC(=C1)F)SC1=CC=C2C(=NN(C2=C1)C1OCCCC1)I)=O